(S)-2-{[7-(2,3-difluorobenzyloxy)benzo[d][1,3]dioxol-4-yl]methylamino}propanamide FC1=C(COC2=CC=C(C3=C2OCO3)CN[C@H](C(=O)N)C)C=CC=C1F